CC1=CC=C(C(C=O)C)C=C1 para-methyl-hydratropaldehyde